C(O)(O)=O.C1=C(C=CC=C1O)C.C1=C(C=CC=C1O)C di-m-cresol carbonate